(2S,4R)-4-fluoro-2-((2-fluoro-4-Iodopyridin-3-yl)oxymethyl)pyrrolidine-1-carboxylate F[C@@H]1C[C@H](N(C1)C(=O)[O-])COC=1C(=NC=CC1I)F